(1R,3S)-3-[5-(5-{[2-(1,3-dioxolan-2-yl)phenyl]carbamoyl}-2-methylpyrazole-3-amido)-2H-pyrazol-3-yl]cyclopentyl N-isopropylcarbamate C(C)(C)NC(O[C@H]1C[C@H](CC1)C=1NN=C(C1)NC(=O)C=1N(N=C(C1)C(NC1=C(C=CC=C1)C1OCCO1)=O)C)=O